FC1(CCC(CC1)CN1N(C=C(C1)C(F)(F)F)C1=CC(=CC=C1)S(=O)(=O)C)F 2-[(4,4-difluorocyclohexyl)methyl]-N-(3-methylsulfonylphenyl)-4-(trifluoromethyl)pyrazole